CC1(CNC2=CC(=CC=C12)NC(=O)C=1C(=NC=CC1)NCC1=CC=NC=C1)C N-(3,3-dimethyl-1,2-dihydroindol-6-yl)-2-(pyridin-4-ylmethylamino)pyridine-3-carboxamide